C(CCCC)(=O)N1C2CC(CC1CC2)C2=C1C(=NC=C2)NC=C1 4-(8-pentanoyl-8-azabicyclo[3.2.1]octan-3-yl)-1H-pyrrolo[2,3-b]pyridin